C(C(=O)OCC1=CC=C(C=C1)OC)(=O)OC methyl (4-methoxybenzyl) oxalate